N-(cyano(5-(trifluoromethyl)pyridin-3-yl)methyl)-6,6-dimethyl-3-azabicyclo[3.1.0]hexane-2-carboxamide C(#N)C(NC(=O)C1C2C(C2CN1)(C)C)C=1C=NC=C(C1)C(F)(F)F